Tert-butyl 2-(6-(trifluoromethyl)pyridin-2-yl)morpholin-4-carboxylate FC(C1=CC=CC(=N1)C1CN(CCO1)C(=O)OC(C)(C)C)(F)F